(1-benzylpiperidin-3-yl)-3-iodo-2-methylpyrazolo[1,5-a]pyrimidine C(C1=CC=CC=C1)N1CC(CCC1)C1=NC=2N(C=C1)N=C(C2I)C